1-((3s,4r)-4-(3,4-difluorophenyl)-1-(1H-pyrazol-4-yl)pyrrolidin-3-yl)-3-(3-(2-hydroxy-2-methylpropyloxy)-4-methyl-1-phenyl-1H-pyrazol-5-yl)urea FC=1C=C(C=CC1F)[C@H]1[C@@H](CN(C1)C=1C=NNC1)NC(=O)NC1=C(C(=NN1C1=CC=CC=C1)OCC(C)(C)O)C